2-(hexahydropyridin-4-yl)propan-2-ol N1CCC(CC1)C(C)(C)O